C(#N)NC1CC(C1)C(=O)NC=1SC(=CN1)C1=CC(=CC=C1)C#N (1r,3r)-3-(cyanoamino)-N-[5-(3-cyanophenyl)-1,3-thiazol-2-yl]cyclobutane-1-carboxamide